C(CC\C=C\CC=C)(=O)OC Methyl (4E)-4,7-octadienoate